FC(C(=O)O)(F)F.NC1CCC(CC1)NS(=O)(=O)C=1C=NC(=CC1)N1CCC(CC1)(F)F N-((1r,4r)-4-Aminocyclohexyl)-6-(4,4-difluoropiperidin-1-yl)pyridine-3-sulfonamide trifluoroacetate